Cl.CC=1C=CC(=C(OC2=C(C#N)C=CC=C2)C1)CCCN1CCN(CC1)C (5-Methyl-2-(3-(4-methylpiperazin-1-yl)propyl)phenoxy)benzonitrile hydrochloride